ClC1=NC=C(C(=N1)NC1=CC=C(C=C1)OC)C(=O)N 2-chloro-4-((4-methoxyphenyl)amino)pyrimidine-5-carboxamide